C(N)(=O)C1=CC(=NC2=C(C=C(C=C12)Cl)[C@H](C)NC1=C(C(=O)O)C=CC=C1)N1CCOCC1 (S)-2-((1-(4-carbamoyl-6-chloro-2-morpholinoquinolin-8-yl)ethyl)amino)benzoic acid